ClCC1=CN=C(N1C)[N+](=O)[O-] 5-(chloromethyl)-1-methyl-2-nitro-1H-imidazole